OC1=C(C=CC=C1)NC1=NC(=CC(=C1)NC(OC(C)(C)C)=O)C(=O)N1CC2=CC=CC=C2C1 Tert-butyl (2-((2-hydroxyphenyl)amino)-6-(isoindoline-2-carbonyl)pyridin-4-yl)carbamate